2-(3,5-difluorophenoxy)-propanol FC=1C=C(OC(CO)C)C=C(C1)F